dihydroisoquinolin C1NC=CC2=CC=CC=C12